C1(=CC=CC=C1)C=1C(=C(C2=NC3=CC=CC=C3N=C2C1)C1=CC=CC=C1)C1=CC=CC=C1 triphenyl-phenazine